(R)-5-amino-N-(thiazol-4-yl)-N-(5-(trifluoromethyl)-2,3-dihydro-1H-inden-1-yl)benzo[c][2,6]naphthyridin-9-carboxamide NC1=NC2=C(C3=CN=CC=C13)C=C(C=C2)C(=O)N([C@@H]2CCC1=CC(=CC=C21)C(F)(F)F)C=2N=CSC2